1-methyl-5-(tetrahydro-2H-pyran-4-yl)-4,5,6,7-tetrahydro-1H-imidazo[4,5-c]pyridine-2-carboxamide CN1C(=NC=2CN(CCC21)C2CCOCC2)C(=O)N